[Na+].CCS(=O)(=O)[O-].C(C(=C)C)(=O)O methacrylic acid 2-ethanesulfonate sodium salt